6-Fluoro-3-(2,4,5-trifluoro-3-hydroxyphenyl)-1-benzothiophene-2-carboxylic acid FC1=CC2=C(C(=C(S2)C(=O)O)C2=C(C(=C(C(=C2)F)F)O)F)C=C1